N-(3-(2-chloro-6-cyclopropylpyridin-4-yl)-4-methylphenyl)-2-(trifluoromethyl)isonicotinamide ClC1=NC(=CC(=C1)C=1C=C(C=CC1C)NC(C1=CC(=NC=C1)C(F)(F)F)=O)C1CC1